tert-butyl (S)-(1-((4-(3-(hydroxymethyl)pyridin-4-yl)phenyl)amino)-1-oxo-3,3-diphenylpropan-2-yl)carbamate OCC=1C=NC=CC1C1=CC=C(C=C1)NC([C@H](C(C1=CC=CC=C1)C1=CC=CC=C1)NC(OC(C)(C)C)=O)=O